CS(=O)(=O)C=1C=C(C(=O)N2C(CCCC2)C(=O)N)C=CC1 1-(3-(methylsulfonyl)benzoyl)-2-piperidinecarboxamide